C1(=CC=CC2=CC=CC=C12)C(S(=O)(=O)O)(S(=O)(=O)O)C1=CC=CC2=CC=CC=C12 dinaphthylmethane-disulfonic acid